methyloctahydro-1H-pyrrolo[3,2-b]pyridin CN1CCC2NCCCC21